2,6-dichloro-3,5-diisopropyltoluene ClC1=C(C)C(=C(C=C1C(C)C)C(C)C)Cl